BrC1=CC=C(C=C1)C=1NC2=C(C=C(C=C2C1)NC(C=C)=O)C=1N=CN(C1)C N-(2-(4-bromophenyl)-7-(1-methyl-1H-imidazol-4-yl)-1H-indole-5-yl)acrylamide